N[C@@H]1C[C@H](CCC1)CNC1=NN(C(=C1)C1=CC(=C(C#N)C=C1)F)C1=CC=C(C=C1)C1CCN(CC1)C 4-[3-({[(1S,3S)-3-aminocyclohexyl]meth-yl}amino)-1-[4-(1-methylpiperidin-4-yl)-phenyl]-1H-pyrazol-5-yl]-2-fluorobenzonitrile